NC=1SC=C(C1C#N)C1(CNC1)C 2-amino-4-(3-methylazetidin-3-yl)thiophene-3-carbonitrile